NC=1C(=NC(=C(N1)F)C1=CC(=C(C=C1)N1CCOCC1)CN1CCC1)C=1C=C2C(=CNC(C2=CC1)=O)F 6-(3-amino-6-(3-(azetidin-1-ylmethyl)-4-morpholinophenyl)-5-fluoropyrazin-2-yl)-4-fluoroisoquinolin-1(2H)-one